NC1=C(OC2=CC=C(C=C2)S(=O)(=O)C2=CC=C(C=C2)OC2=C(C=CC=C2)N)C=CC=C1 bis[4-(2-aminophenoxy)phenyl] sulfone